C1(CCCC1)C(C)N 1-cyclopentylethan-1-amine